3-isopropyl-N8-(2-methoxypyridin-3-yl)-N6-(pentan-3-yl)-[1,2,4]triazolo[4,3-b]pyridazine-6,8-diamine C(C)(C)C1=NN=C2N1N=C(C=C2NC=2C(=NC=CC2)OC)NC(CC)CC